ClC=1C=C(C=CC1)C1=CC=2C(=C(N=NC2NC2CNCCC2)C(=O)N)S1 2-(3-chlorophenyl)-4-(3-piperidinylamino)-thieno[2,3-d]pyridazine-7-carboxylic acid amide